C(C)(C)(C)C1(C2CCC(C1)N2C(=O)OC(C)(C)C)O racemic-tert-butyl 2-tert-butyl-2-hydroxy-7-azabicyclo[2.2.1]heptane-7-carboxylate